(4-cyclohexylpiperazin-1-yl)(1-phenethyl-1H-tetrazol-5-yl)methyl-6-methoxy-quinolin-2(1H)-one C1(CCCCC1)N1CCN(CC1)C=1C(N(C2=CC=C(C=C2C1)OC)CC1=NN=NN1CCC1=CC=CC=C1)=O